5-(4-amino-3-chloro-6-(4-chloro-2-fluoro-3-methoxyphenyl)pyridin-2-yl)-1,3,4-oxadiazol-2(3H)-one NC1=C(C(=NC(=C1)C1=C(C(=C(C=C1)Cl)OC)F)C1=NNC(O1)=O)Cl